C(C1=CC=CC=C1)OC=1C=C2CCC(=C(C2=CC1)C1=CC=C(C=C1)N1CCC(CC1)C(OC)OC)C1=CC=C(C=C1)F 1-(4-(6-(benzyloxy)-2-(4-fluorophenyl)-3,4-dihydronaphthalen-1-yl)phenyl)-4-(dimethoxymethyl)piperidine